C(C)(C)N1N=CC=2C1=NC(=NC2)C(=O)N[C@H]2COC1=C(NC2=O)C(=CC(=C1)C)F 1-isopropyl-N-[(3S)-6-fluoro-8-methyl-4-oxo-3,5-dihydro-2H-1,5-benzoxazepine-3-yl]Pyrazolo[3,4-d]Pyrimidine-6-carboxamide